[Cl-].CNC(=O)C1=CC(=NC=N1)N1N=CN=C1[C@H](C)[NH3+] [(1S)-1-[2-[6-(methylcarbamoyl)pyrimidin-4-yl]-1,2,4-triazol-3-yl]ethyl]ammonium chloride